Niobium Argon [Ar].[Nb]